C(C)S(=O)(=O)NC=1C=CC(=C(C1)C=1C(=NC(=CC1)C)C)NC1CCC(CC1)C (5-(ethylsulfonylamino)-2-(((1r,4r)-4-methylcyclohexyl)amino)phenyl)-2,6-dimethylpyridine